trans-[(3S)-3-(3,5-difluorophenyl)isoxazolidin-2-yl]-[4-[(2-methyl-[1,2,4]triazolo[1,5-a]pyridin-6-yl)methyl]cyclohexyl]methanone FC=1C=C(C=C(C1)F)[C@H]1N(OCC1)C(=O)[C@@H]1CC[C@H](CC1)CC=1C=CC=2N(C1)N=C(N2)C